OC1=C(C=C(C=C1[N+](=O)[O-])C(C)(C)CC)N=NC1=C(C=CC2=CC=CC=C12)O 1-((2-hydroxy-3-nitro-5-(tert-pentyl)phenyl)diazenyl)naphthalen-2-ol